C1(CC1)C1=CN(C2=C1C(=NC=C2)N2[C@H](CN(CC2)C(=O)OC(C)(C)C)C)C2=CC(=CC=C2)F tert-Butyl (S)-4-(3-cyclopropyl-1-(3-fluorophenyl)-1H-pyrrolo[3,2-c]pyridin-4-yl)-3-methylpiperazine-1-carboxylate